ClC1=NC=CC(=N1)NC1=CC(=NO1)C1=CC=CC=C1 N-(2-Chloropyrimidin-4-yl)-3-phenylisoxazol-5-amine